(6Z,9Z,28Z,31Z)-heptatriaconta-6,9,28,31-tetraen-19-yl (4-((4-((5-amino-7-(butylamino)-2H-pyrazolo[4,3-d]pyrimidin-2-yl)methyl)-3,5-dimethoxybenzyl)(methyl)amino)butyl)carbamate NC=1N=C(C=2C(N1)=CN(N2)CC2=C(C=C(CN(CCCCNC(OC(CCCCCCCC\C=C/C\C=C/CCCCC)CCCCCCCC\C=C/C\C=C/CCCCC)=O)C)C=C2OC)OC)NCCCC